C(CCCCCCCCCC)(=O)OCCCCCCC(OC(N(CCCN(C)C)CCCN(C)C)=O)CCCCCCOC(CCCCCCCCCC)=O 6-[3-(dimethylamino) propyl]-2-methyl-7-oxo-9-{6-[(1-oxoundecyl) oxy] hexyl}-2,6-diaza-8-oxapentadecan-15-yl undecanoate